3-(4-((2-cyclopropyl-1H-imidazol-1-yl)methyl)phenyl)-5-isobutyl-N-(pyrimidin-2-yl)thiophene-2-sulfonamide C1(CC1)C=1N(C=CN1)CC1=CC=C(C=C1)C1=C(SC(=C1)CC(C)C)S(=O)(=O)NC1=NC=CC=N1